2-(4-bromo-2H-indazol-2-yl)-1-(1-methyl-1H-pyrazol-4-yl)ethan-1-ol BrC=1C2=CN(N=C2C=CC1)CC(O)C=1C=NN(C1)C